5-bromo-7-fluoro-1-(methyl-d3)-1,3-dihydrobenzo[C]isothiazole 2,2-dioxide BrC1=CC2=C(N(S(C2)(=O)=O)C([2H])([2H])[2H])C(=C1)F